2-(2,6-dioxopiperidin-3-yl)-5-(3-ethynyl-[1,3'-biazetidin]-1'-yl)isoindoline-1,3-dione O=C1NC(CCC1N1C(C2=CC=C(C=C2C1=O)N1CC(C1)N1CC(C1)C#C)=O)=O